bicyclo[3.1.0]Hexane-2,3-diol C12C(C(CC2C1)O)O